ClC=1C(=CC=2N(C(C(=C(N2)C(F)(F)F)C=2C=NN(C2)CCC(F)(F)F)=O)C1)OC 7-chloro-8-methoxy-2-(trifluoromethyl)-3-[1-(3,3,3-trifluoropropyl)-1H-pyrazol-4-yl]-4H-pyrido[1,2-a]pyrimidin-4-one